C(C)(C)(C)C1=CC=C(C=C1)[C@H](C)NC(=O)C1=CC=C2C(=C(N(C2=C1)C)C)CC=1C=C(C=CC1)C(C(=O)O)(C)C (S)-2-(3-((6-((1-(4-(tert-butyl)phenyl)ethyl)carbamoyl)-1,2-dimethyl-1H-indol-3-yl)methyl)phenyl)-2-methylpropanoic acid